S(N)([O-])(=O)=O.S(N)([O-])(=O)=O.[K+].[K+] potassium disulfamate